ClC=1C=CC2=C(CC3(CC=4N2C(=NN4)C4CCC(CC4)(C(F)(F)F)OC)OCCO3)C1 8'-chloro-1'-[trans-4-methoxy-4-(trifluoromethyl)cyclohexyl]-4'H,6'H-spiro[1,3-dioxolan-2,5'-[1,2,4]triazolo[4,3-a][1]benzazepine]